C(C)(C)(C)C=1C(C(=CC(C1)CC1=CC=C(C=C1)[N+](=O)[O-])C(C)(C)C)=O 2,6-di-tert-butyl-4-(4-nitrobenzyl)-cyclohexa-2,5-dienone